tert-butyl (E)-4-(2-(3-ethoxy-3-oxoprop-1-en-1-yl)phenyl)-3-oxopiperazine-1-carboxylate C(C)OC(/C=C/C1=C(C=CC=C1)N1C(CN(CC1)C(=O)OC(C)(C)C)=O)=O